3-fluoro-N,N-dimethyl-4-(((6-(piperidin-4-yl)pyridin-2-yl)oxy)methyl)-benzamide FC=1C=C(C(=O)N(C)C)C=CC1COC1=NC(=CC=C1)C1CCNCC1